4-(methyl-(2-((3-methyloxetan-3-yl)methyl)-1,2,3,4-tetrahydroisoquinolin-7-yl)amino)benzonitrile hydrochloride Cl.CN(C1=CC=C(C#N)C=C1)C1=CC=C2CCN(CC2=C1)CC1(COC1)C